OCC=1N=C2C(=NC1N1C3CC(CC1CC3)NC(OC(C)(C)C)=O)N(N=C2I)COCC[Si](C)(C)C tert-Butyl N-[endo-8-[5-(hydroxymethyl)-3-iodo-1-{[2-(trimethylsilyl) ethoxy]methyl}-1H-pyrazolo[3,4-b]pyrazin-6-yl]-8-azabicyclo[3.2.1]octan-3-yl]carbamate